3-(6-(((4-((4,4-difluoropiperidin-1-yl)methyl)-3-fluorophenyl)(methyl)amino)methyl)-2-oxobenzo[cd]indol-1(2H)-yl)piperidine-2,6-dione FC1(CCN(CC1)CC1=C(C=C(C=C1)N(C)CC=1C=2C3=C(C(N(C3=CC1)C1C(NC(CC1)=O)=O)=O)C=CC2)F)F